ClC1=C(C=CC=C1)CCC(N)=S 3-(2-chlorophenyl)propanethioamide